C1(CCC1)NC1=NC2=CC=C(C=C2C(=N1)N1CCC(CC1)C1=C(C=CC=C1)OC)N(CCC)C N2-Cyclobutyl-4-[4-(2-methoxy-phenyl)-piperidin-1-yl]-N6-methyl-N6-propyl-quinazoline-2,6-diamine